2-amino-6-borono-2-(3-(2,6-difluorophenoxy)propyl)hexanoic acid NC(C(=O)O)(CCCCB(O)O)CCCOC1=C(C=CC=C1F)F